propyl 3-[2-(2-oxo-1,3-dioxolan-4-ylidene)ethoxy]propanoate O=C1OCC(O1)=CCOCCC(=O)OCCC